CN(CCNC(=O)NC1=CC=C2C(=N1)N(C=C2C2=C(C=CC=C2)OC)COCC[Si](C)(C)C)C 1-(2-(dimethylamino)ethyl)-3-(3-(2-methoxyphenyl)-1-((2-(trimethylsilyl)ethoxy)methyl)-1H-pyrrolo[2,3-b]pyridin-6-yl)urea